FC=1C(=NC=C(C1)F)CN1[C@@H]2[C@@H](NC[C@H]1CC2)C (1S,2S,5R)-8-((3,5-difluoropyridin-2-yl)methyl)-2-methyl-3,8-diazabicyclo[3.2.1]octane